tert-Butyl (S)-1-(chloromethyl)-5-hydroxy-1,2-dihydro-3H-benzo[e]indole-3-carboxylate ClC[C@@H]1CN(C=2C=C(C3=C(C12)C=CC=C3)O)C(=O)OC(C)(C)C